ethyl-4,8-dioxotetradecahydrophenanthrene-1-carboxylate C(C)OC(=O)C1CCC(C2C3CCCC(C3CCC12)=O)=O